2-(3,5-Dichloro-4-((1-oxo-2-(thiazol-2-yl)-1,2,3,4-tetrahydroisoquinolin-6-yl)oxy)phenyl)-3,5-dioxo-2,3,4,5-tetrahydro-1,2,4-triazine-6-carbonitrile ClC=1C=C(C=C(C1OC=1C=C2CCN(C(C2=CC1)=O)C=1SC=CN1)Cl)N1N=C(C(NC1=O)=O)C#N